ClC1=NC=C(C(=N1)C1=CC=C2CNC(C2=C1)=O)Cl 6-(2,5-dichloropyrimidin-4-yl)-2,3-dihydro-1H-isoindole-1-one